1-(indolin-6-yl)dihydropyrimidine-2,4(1H,3H)-dione N1CCC2=CC=C(C=C12)N1C(NC(CC1)=O)=O